FC(C1=CC=C(O1)CN1C=CC2=CC(=CC=C12)C(C(=O)N)=C)(F)F (1-((5-(trifluoromethyl)furan-2-yl)methyl)-1H-indol-5-yl)acrylamide